ClC1=NC(=CC=C1C(C)=O)OC 1-(2-chloro-6-methoxy-3-pyridyl)ethanone